4-(2-((1-(1,4-Dioxaspiro[4.5]decan-8-yl)-1H-pyrazol-4-yl)amino)-5-methylpyrimidin-4-yl)benzoic Acid O1CCOC12CCC(CC2)N2N=CC(=C2)NC2=NC=C(C(=N2)C2=CC=C(C(=O)O)C=C2)C